OC(C(=O)N)(C)C1=CC=CC=C1 hydroxyphenylpropanamide